BrC1=C(C=CC2=CC=C(C=C12)F)OC 1-bromo-7-fluoro-2-methoxynaphthalene